(2-methylquinolin-4-yl)(4-(oxetan-3-yl)piperazin-1-yl)methanone CC1=NC2=CC=CC=C2C(=C1)C(=O)N1CCN(CC1)C1COC1